biquinoline glutamate N[C@@H](CCC(=O)O)C(=O)O.N1=C(C=CC2=CC=CC=C12)C1=NC2=CC=CC=C2C=C1